BrC=1C=C(C2=C(N(C(=N2)CC(C(F)F)NC(OC(C)(C)C)=O)C(C)C)C1)F tert-butyl {3-[6-bromo-4-fluoro-1-(propan-2-yl)-1H-benzimidazol-2-yl]-1,1-difluoropropan-2-yl}carbamate